2-(ethyl(m-tolyl)amino)-2-oxoethyl-4H-thieno[3,2-b]pyrrol-5-carboxamid C(C)N(C(CC1=CC=2NC(=CC2S1)C(=O)N)=O)C=1C=C(C=CC1)C